C(C)(C)C1=NC=C(C(=O)NC=2C(=NC=CC2C2=CC=CC=C2)N2CCOCC2)C=C1 6-isopropyl-N-(2-morpholino-4-phenyl-pyridin-3-yl)nicotinamide